CN1C[C@@H](CC1=O)C(=O)OC |r| (±)-methyl 1-methyl-5-oxo-pyrrolidine-3-carboxylate